1-methanesulfonyl-pyrrole CS(=O)(=O)N1C=CC=C1